(3R,5S)-5-fluoropiperidin F[C@H]1CCCNC1